2-[(2's,4r)-6-bromo-2',5-difluoro-1-oxo-spiro[3H-isoquinoline-4,1'-cyclopropane]-2-yl]Ethyl acetate C(C)(=O)OCCN1C(C2=CC=C(C(=C2[C@@]2([C@H](C2)F)C1)F)Br)=O